2-(4-(4-amino-2,3-dihydro-1H-cyclopenta[c]quinolin-7-yl)-1-methyl-1H-pyrazol-5-yl)-4-chloro-6-cyclopropyloxy-3-fluorobenzonitrile NC1=NC=2C=C(C=CC2C2=C1CCC2)C=2C=NN(C2C2=C(C#N)C(=CC(=C2F)Cl)OC2CC2)C